3-(6-chloro-5-(4-(7-hydroxy-2,3-dihydrobenzofuran-6-yl)phenyl)-1H-indazol-3-yl)-propanoic acid ClC1=C(C=C2C(=NNC2=C1)CCC(=O)O)C1=CC=C(C=C1)C1=C(C2=C(CCO2)C=C1)O